2-chloro-6-methyl-9-methacryloyloxy-10-hydroxy-1,2,3,4-tetrahydroanthracene ClC1CC2=C(C3=CC=C(C=C3C(=C2CC1)O)C)OC(C(=C)C)=O